OC1=C(C=CC(=C1)OCCCCCCCC)C1=NC(=NC(=N1)C1=CC=CC=C1)C1=CC=CC=C1 2-(2-Hydroxy-4-octyloxyphenyl)-4,6-diphenyl-1,3,5-triazine